2-methyl-1-vinyl-imidazole CC=1N(C=CN1)C=C